C(\C=C\C(=O)O)(=O)O.CN1CCN(CC1)C(CCCC=1N=C(N(C1)C1=CC=CC=C1)NC(C1=CC=CC=C1)=O)=O N-(4-(4-(4-methylpiperazin-1-yl)-4-oxobutyl)-1-phenyl-1H-imidazol-2-yl)benzamide fumarate